(3-bromo-2-fluoro-4-methylphenyl)(methyl)carbamic acid tert-butyl ester C(C)(C)(C)OC(N(C)C1=C(C(=C(C=C1)C)Br)F)=O